N-(4-cyclobutyl-3-((3,3-difluoro-cyclobutyl)methyl)-1-methyl-1H-pyrazol-5-yl)-2-(3,3-difluoro-cyclobutyl)acetamide C1(CCC1)C=1C(=NN(C1NC(CC1CC(C1)(F)F)=O)C)CC1CC(C1)(F)F